4-(4-(difluoromethyl)phenyl)butanoic acid FC(C1=CC=C(C=C1)CCCC(=O)O)F